tert-butyl (trans)-2-(3-fluoro-4-(7-((1-methylpiperidin-4-yl)carbamoyl)benzo[d]imidazo[2,1-b]thiazol-2-yl)phenyl)-4-hydroxypyrrolidine-1-carboxylate FC=1C=C(C=CC1C=1N=C2SC3=C(N2C1)C=CC(=C3)C(NC3CCN(CC3)C)=O)[C@@H]3N(C[C@H](C3)O)C(=O)OC(C)(C)C